perfluorohexansulfonic acid FC(C(C(C(C(C(F)(F)F)(F)F)(F)F)(F)F)(F)F)(S(=O)(=O)O)F